COC(=O)C1=C(N(C(C12CC2)=O)CC2=C(C=C(C=C2)OC)OC)C2=CC=CC=C2 5-(2,4-dimethoxybenzyl)-4-oxo-6-phenyl-5-azaspiro[2.4]hept-6-ene-7-carboxylic acid methyl ester